2-((2-bromo-4-fluorophenyl)-amino)-5-chlorobenzoic acid BrC1=C(C=CC(=C1)F)NC1=C(C(=O)O)C=C(C=C1)Cl